4-butyloct-2,3-dien-1-yl isopropyl carbonate C(OCC=C=C(CCCC)CCCC)(OC(C)C)=O